3-(3-(5-methyl-6-oxo-5,7-diazaspiro[3.4]oct-7-yl)piperidin-1-yl)-1,2,4-triazine-6-carboxamide CN1C2(CCC2)CN(C1=O)C1CN(CCC1)C=1N=NC(=CN1)C(=O)N